C1(=CC=CC=C1)C1(CC(=CC=C1)NC1=CC=CC=C1)N 1,N3-diphenylbenzene-1,3-diamine